C12CN(CC2C1)S(=O)(=O)C1=CC(=C(C=C1)C1=CC=C2C(=N1)C(=NN2)N)Cl 5-(4-(3-azabicyclo[3.1.0]hex-3-ylsulfonyl)-2-chlorophenyl)-1H-pyrazolo[4,3-b]pyridin-3-amine